N-(4-(4-amino-1-ethyl-7-((1r,4r)-4-(oxetan-3-ylamino)cyclohexyl)-1H-pyrazolo[4,3-c]pyridin-3-yl)-2-fluorophenyl)-1-(2-fluorophenyl)methanesulfonamide NC1=NC=C(C2=C1C(=NN2CC)C2=CC(=C(C=C2)NS(=O)(=O)CC2=C(C=CC=C2)F)F)C2CCC(CC2)NC2COC2